methylamino-2,2'-bipyridine CNC=1C(=NC=CC1)C1=NC=CC=C1